C(#N)C=1C=C(C=NC1)C1=CC(=C(C(=C1)C)NC(C(C)(C)C=1N=C(SC1)NS(=O)(=O)C1CC1)=O)C N-(4-(5-cyanopyridin-3-yl)-2,6-dimethylphenyl)-2-(2-(cyclopropanesulfonamido)thiazol-4-yl)-2-methylpropanamide